bis[3-(diphenylphosphanyl)cyclopenta-2,4-dien-1-yl]iron C1(=CC=CC=C1)P(C1=CC(C=C1)[Fe]C1C=C(C=C1)P(C1=CC=CC=C1)C1=CC=CC=C1)C1=CC=CC=C1